FC(C=1C(=C(C=CC1)[C@@H](C)NC1=C2C(=C(N=N1)C)N=CC(=C2)N2CCC(CC2)F)F)F (R)-N-(1-(3-(difluoromethyl)-2-fluorophenyl)ethyl)-3-(4-fluoropiperidin-1-yl)-8-methylpyrido[2,3-d]pyridazin-5-amine